3-(3-chlorophenyl)pyrazin-2-ol ClC=1C=C(C=CC1)C=1C(=NC=CN1)O